(1-(2-fluoro-4-nitrophenyl)piperidin-4-yl)formaldehyde FC1=C(C=CC(=C1)[N+](=O)[O-])N1CCC(CC1)C=O